butyl-(3,5-dimethoxyphenyl)dimethyl-silane C(CCC)[Si](C)(C)C1=CC(=CC(=C1)OC)OC